(R)-(2-(4-(4-fluoropyrazolo[1,5-a]pyridin-2-yl)-1,4,6,7-tetrahydro-5H-imidazo[4,5-c]pyridin-5-yl)pyrimidin-5-yl)(phenyl)methanone FC=1C=2N(C=CC1)N=C(C2)[C@@H]2N(CCC1=C2N=CN1)C1=NC=C(C=N1)C(=O)C1=CC=CC=C1